FC1=C(CNC(=O)[C@@H]2N(C[C@@H](C2)O)C([C@H](C(C)(SC(C2=CC=CC=C2)(C2=CC=CC=C2)C2=CC=CC=C2)C)NC(OCC2C3=CC=CC=C3C=3C=CC=CC23)=O)=O)C=CC(=C1)C1=C(N=CS1)C (9H-fluoren-9-yl)methyl ((R)-1-((2R,4R)-2-((2-fluoro-4-(4-methylthiazol-5-yl)benzyl)carbamoyl)-4-hydroxypyrrolidin-1-yl)-3-methyl-1-oxo-3-(tritylthio)butan-2-yl)carbamate